4-(oxazol-5-yl-phenyl)-2,4-pyrimidinediamine O1C=NC=C1C1=C(C=CC=C1)C1(NC(=NC=C1)N)N